2-((1-(2-cyclobutyloxypyridin-4-yl)-5-isobutyl-1H-pyrazol-3-yl)amino)-5-(thiophen-2-yl)nicotinic acid C1(CCC1)OC1=NC=CC(=C1)N1N=C(C=C1CC(C)C)NC1=C(C(=O)O)C=C(C=N1)C=1SC=CC1